[Sb](O)(O)(O)=O.[As] arsenic antimonic acid